1-(2-Ethoxyphenyl)acetone C(C)OC1=C(C=CC=C1)CC(=O)C